2',3'-dideoxythiacytidine S1(CC[C@@H](CO)O1)N1C(=O)N=C(N)C=C1